C[C@@]\\1([C@@H](C2=N/C1=C\\C3=C(C(=C(N3)CC4=C(C(=C(N4)CC5=C(C(=C(C2)N5)CC(=O)O)CCC(=O)O)CC(=O)O)CCC(=O)O)CCC(=O)O)CC(=O)O)CCC(=O)O)CC(=O)O The molecule is the first intermediate in the biosynthesis of vitamin B12 from uroporphyrinogen III, in which one methyl group has been introduced at position 2 of the tetrapyrrole framework. It is a conjugate acid of a precorrin-1(8-).